(R)-4-(BOC-amino)cyclohexene C(=O)(OC(C)(C)C)N[C@H]1CC=CCC1